FC(C=1C=C(C=CC1F)C=1C=C2C(=NC1)C=NN2CC(=O)N2CC(C2)(C)OC)F 2-[6-[3-(Difluoromethyl)-4-fluoro-phenyl]pyrazolo[4,3-b]pyridin-1-yl]-1-(3-methoxy-3-methyl-azetidin-1-yl)ethanone